N[13C@@H]([13CH2][13C]1=[13CH][13CH]=[13CH]C=C1)C(=O)O phenylalanine-13C6